2-chloro-5-((3R,7R)-3,7-dimethyl-10-oxo-9-(R-1-(6-(trifluoromethyl)pyridin-3-yl)Ethyl)-1,2,3,4,7,8,9,10-octahydropyrido[4',3':3,4]Pyrazolo[1,5-a]Pyrazine-2-carbonyl)benzonitrile ClC1=C(C#N)C=C(C=C1)C(=O)N1CC=2C(=NN3C2C(N(C[C@H]3C)[C@H](C)C=3C=NC(=CC3)C(F)(F)F)=O)C[C@H]1C